3-(1H-imidazol-1-yl)-N-(2-methylpiperidin-3-yl)benzamide dihydrochloride Cl.Cl.N1(C=NC=C1)C=1C=C(C(=O)NC2C(NCCC2)C)C=CC1